C[C@H]1N(C[C@@H](N(C1)C=1C2=C(N=CN1)NC=C2C(F)(F)F)C)C(=O)OC(C)(C)C tert-butyl (2R,5S)-2,5-dimethyl-4-(5-(trifluoromethyl)-7H-pyrrolo[2,3-d]pyrimidin-4-yl)piperazine-1-carboxylate